(S)-N-(5-chloro-3-fluoropyridin-2-yl)-2-cyclopropyl-2-((4-(trifluoromethyl)benzyl)amino)acetamide ClC=1C=C(C(=NC1)NC([C@@H](NCC1=CC=C(C=C1)C(F)(F)F)C1CC1)=O)F